1,3-bis[2-(4-hydroxyphenyl)-2-propyl]benzenediglycidyl ether OC1=CC=C(C=C1)C(C)(C)C12C(C(=CC=C1)C(C)(C)C1=CC=C(C=C1)O)C1C(COCC3C2O3)O1